FC(OC1=C(C=C(C=C1)B1OC(C(O1)(C)C)(C)C)C1=NN(C=C1NC(=O)C=1C=NN2C1N=CC=C2)C)F N-[3-[2-(difluoromethoxy)-5-(tetramethyl-1,3,2-dioxaborolan-2-yl)phenyl]-1-methyl-1H-pyrazol-4-yl]pyrazolo[1,5-a]pyrimidine-3-carboxamide